N-(2-(4-fluoro-2-azabicyclo[2.1.1]hexan-2-yl)-4-(2-fluorophenyl)pyridin-3-yl)-2-isopropylpyrimidine-5-carboxamide FC12CN(C(C1)C2)C2=NC=CC(=C2NC(=O)C=2C=NC(=NC2)C(C)C)C2=C(C=CC=C2)F